C1(=CC=CC=2C3=CC=CC=C3C3=CC=CC=C3C12)C=1C(=NC2=C(C1)OC1=C2C=CC=C1)C1=CC=CC=2C3=CC=CC=C3NC12 (triphenyleneyl)(carbazolyl)benzofuropyridine